[NH4+].CN(C)C trimethylamine ammonium salt